C(C)OC(C(=CC1=CC(=C(C=C1)Br)F)N=[N+]=[N-])=O 2-Azido-3-(4-bromo-3-fluorophenyl)prop-2-enoic acid ethyl ester